Cl.CC1=NOC(=N1)[C@@H]1C[C@@H](CC1)N (1R,3S)-3-(3-methyl-1,2,4-oxadiazol-5-yl)cyclopentaneamine hydrochloride